2'-acetyl-3-chloro-4-((3,5-difluoropyridin-2-yl)methoxy)-3'-fluoro-5',6-dimethyl-2H-[1,4'-bipyridinyl]-2-one C(C)(=O)C1=NC=C(C(=C1F)N1C(C(=C(C=C1C)OCC1=NC=C(C=C1F)F)Cl)=O)C